CN(C(=O)NCC1=CC(=NC=C1)NC=1SC2=C(N1)C=CC(=C2)C2=CC=NC=C2)C 1,1-dimethyl-3-((2-((6-(pyridin-4-yl)benzo[d]-thiazol-2-yl)amino)-pyridin-4-yl)methyl)urea